4-((6-(2-hydroxy-6-methyl-4-(trifluoromethyl)phenyl)-2H-pyrazolo[3,4-b]pyrazin-2-yl)methyl)-1-methylpyrrolidin-2-one OC1=C(C(=CC(=C1)C(F)(F)F)C)C=1C=NC=2C(N1)=NN(C2)CC2CC(N(C2)C)=O